gamma-glycidoxypropyl-dimethyl-phenoxysilane C(C1CO1)OCCC[Si](OC1=CC=CC=C1)(C)C